1-ethyl-3-methylimidazole acetate C(C)(=O)O.C(C)N1CN(C=C1)C